3-(p-chlorophenylthio)-5-nitroindole ClC1=CC=C(C=C1)SC1=CNC2=CC=C(C=C12)[N+](=O)[O-]